1-(4-(4-(5-(2-hydroxypropan-2-yl)pyridin-2-yl)benzyl)phenyl)-5-methyl-1H-1,2,4-triazole-3-carboxamide OC(C)(C)C=1C=CC(=NC1)C1=CC=C(CC2=CC=C(C=C2)N2N=C(N=C2C)C(=O)N)C=C1